3-hydroxypropyl-triethoxysilane methyl-(1R,2S,5S)-3-[N-(tert-butoxycarbonyl)-3-methyl-L-valyl]-6,6-dimethyl-3-azabicyclo[3.1.0]hexane-2-carboxylate COC(=O)[C@@H]1[C@H]2C([C@H]2CN1C([C@@H](NC(=O)OC(C)(C)C)C(C)(C)C)=O)(C)C.OCCC[Si](OCC)(OCC)OCC